(2S,4R)-tert-butyl-2-(((S)-1-amino-1-oxo-3-((S)-2-oxopyrrolidin-3-yl)propan-2-yl)carbamoyl)-4-ethoxypyrrolidine-1-carboxylate C(C)(C)(C)OC(=O)N1[C@@H](C[C@H](C1)OCC)C(N[C@H](C(=O)N)C[C@H]1C(NCC1)=O)=O